4-allyl-6-chlorocatechol diacetate C(C)(=O)OC=1C(OC(C)=O)=CC(=CC1Cl)CC=C